8-chloro-2-(methoxymethyl)-4-(p-toluenesulfonyl)-2,3-dihydro-1,4-benzoxazine ClC1=CC=CC=2N(CC(OC21)COC)S(=O)(=O)C2=CC=C(C)C=C2